SCCCCC(=O)O.SCCCCC(=O)O.SCCCCC(=O)O.C(O)C(CC)(CO)CO trimethylolpropane tris(5-mercaptovalerate)